C(C)(C)(C)OC(=O)N1C2CN(CC1CC2)C=2C1=C(N=C(N2)SC)C(N(C=C1C)C1=CC(=CC2=CC=CC=C12)OCOC)=O 3-(7-(3-(methoxymethoxy)naphthalen-1-yl)-5-methyl-2-(methylthio)-8-oxo-7,8-dihydropyrido[3,4-d]pyrimidin-4-yl)-3,8-diazabicyclo[3.2.1]octane-8-carboxylic acid tert-butyl ester